ClC1=CC(=CC=2N1N=C(C2CC(F)(F)F)C#CCNC(OC(C)(C)C)=O)C tert-butyl N-(3-(7-chloro-5-methyl-3-(2,2,2-trifluoroethyl)pyrazolo[1,5-a]pyridin-2-yl)prop-2-yn-1-yl)carbamate